5-Chloro-1-(4-fluoro-3-(methoxymethoxy)-5-(trifluoromethyl)phenyl)-3-iodo-1H-pyrazolo[3,4-c]pyridine ClC=1C=C2C(=CN1)N(N=C2I)C2=CC(=C(C(=C2)C(F)(F)F)F)OCOC